C1(=CC=CC=C1)NC=1C=C(C(=CC1)C=CC=1C(=CC(=CC1)N)S(=O)(=O)O)S(=O)(=O)O 4-phenylamino-4'-aminostilbene-2,2'-disulfonic acid